P(=O)(OC[C@@H](CCCCCCCCCCCCCCCCCCCC)OC=1C=NC(=CC1)C#N)(O)[O-] ((R)-2-((6-cyanopyridin-3-yl)oxy)docosyl) hydrogen phosphate